COCCS(=O)(=O)C1=NC=2N(C(N(C(C2N1C)=O)C)=O)C 8-((2-methoxyethyl)sulfonyl)-1,3,7-trimethyl-3,7-dihydro-1H-purine-2,6-dione